6,6-bis(oct-3-yn-1-yloxy)hexanoic acid 4-bromobutyl ester BrCCCCOC(CCCCC(OCCC#CCCCC)OCCC#CCCCC)=O